ClC=1C=C(C=NC1)C1CN(C1)[C@@H]1[C@H](CCCC1)OC=1C=C2CN(C(C2=CC1)=O)C1C(NC(CC1)=O)=O 3-(5-(((1S,2S)-2-(3-(5-chloro-pyridin-3-yl)azetidin-1-yl)-cyclohexyl)oxy)-1-oxoisoindolin-2-yl)piperidine-2,6-dione